N1(CCN(CC1)CCS)CCS 2,2'-(Piperazine-1,4-diyl)bis(ethane-1-thiol)